N-phenyl-1-(6-piperazin-1-ylpyrimidin-4-yl)pyrrolidin-3-amine C1(=CC=CC=C1)NC1CN(CC1)C1=NC=NC(=C1)N1CCNCC1